C(C)(C)(C)OC(=O)N1[C@H](CN(CC1)C=1N=NC(=CC1)NC(=O)C=1C(=CC=2N(C1)C=C(N2)C)OC(C)C)C (S)-4-(6-(7-isopropoxy-2-methylimidazo[1,2-a]pyridine-6-carboxamido)pyridazin-3-yl)-2-methylpiperazine-1-carboxylic acid tert-butyl ester